OCC(COC(=O)C1(CCC2(OCC(CO2)(C)C)CC1)NC(CC1=C(C=C(C=C1C)Cl)C)=O)(C)C 3-Hydroxy-2,2-dimethylpropyl-9-{[(4-chloro-2,6-dimethylphenyl)acetyl] amino}-3,3-dimethyl-1,5-dioxaspiro[5.5]undecane-9-carboxylate